C(C)OC1=C(O[C@H]2CN(CCC2)C2=NC=CC(=N2)NC(C(C)(C)C2=CC=C(C=C2)CC(C(=O)O)(C)C)=O)C=CC=C1 (R)-3-(4-(1-((2-(3-(2-ethoxyphenoxy)piperidin-1-yl)pyrimidin-4-yl)amino)-2-methyl-1-oxopropan-2-yl)phenyl)-2,2-dimethylpropanoic acid